C(C)(C)(C)OC(=O)N(CCCN1CCN(CC1)C(=O)[O-])C1CCCC=2C=CC=NC12 4-(3-((tert-butoxycarbonyl)(5,6,7,8-tetrahydroquinolin-8-yl)amino)propyl)piperazine-1-carboxylate